C(C)C=1CC2CC(C2C1)=CC(=O)[O-] 3-ethylbicyclo[3.2.0]hept-3-en-6-ylideneacetate